Cl.N[C@H](CCO)CCC (S)-3-aminohexan-1-ol HCl salt